cis-2-isopropenyl-1-methylcyclobutane-ethanol C(=C)(C)[C@H]1[C@](CC1)(CCO)C